C(C1=CC=CC=C1)(=O)O.IC=1C=C2C(=CNC2=CC1)C1CCN(CC1)CCCCC1=C(C=CC=C1)Cl 5-iodo-3-[1-[4-[2-chlorophenyl]butyl]-4-piperidinyl]-1H-indole benzoate